CC1(CN(CCN1CC1CCNCC1)C=1C=CC=C2C(=NN(C12)C)C1C(NC(CC1)=O)=O)C 3-(7-(3,3-dimethyl-4-(piperidin-4-ylmethyl)piperazin-1-yl)-1-methyl-1H-indazol-3-yl)piperidine-2,6-dione